argon TUNGSTEN [W].[Ar]